FC1=C(C=CC(=C1)F)C=1OC2=C(C=C(C=C2C(C1C)=O)C)[C@@H](C)NC1=C(C(=O)O)C=CC=C1 2-[[(1R)-1-[2-(2,4-Difluorophenyl)-3,6-dimethyl-4-oxo-chromen-8-yl]ethyl]amino]benzoic acid